3-(benzyloxy)-8-(2-fluoro-4-nitrophenoxy)-1,5-naphthyridine C(C1=CC=CC=C1)OC=1C=NC2=C(C=CN=C2C1)OC1=C(C=C(C=C1)[N+](=O)[O-])F